ClC1=C(C=C(C=C1)F)[C@H]1NC(C2=C1C(=CC1=C(N(N=C21)C)C#N)NC(C2=CC(=CC(=C2)C(F)(F)F)F)=O)=O (S)-N-(6-(2-chloro-5-fluorophenyl)-3-cyano-2-methyl-8-oxo-2,6,7,8-tetrahydropyrrolo[3,4-g]indazol-5-yl)-3-fluoro-5-(trifluoromethyl)benzamide